N-(2-(4,4-difluoropiperidin-1-yl)-[3,3'-bipyridyl]-6-yl)-4-(2-hydroxyethylsulfonylamino)-2-(6-azaspiro[2.5]oct-6-yl)benzamide FC1(CCN(CC1)C1=NC(=CC=C1C=1C=NC=CC1)NC(C1=C(C=C(C=C1)NS(=O)(=O)CCO)N1CCC2(CC2)CC1)=O)F